(2-chloro-5-(5-fluoropyrimidin-2-yl)phenyl)methanol p-tolyl-2-(5-(trifluoromethyl)-1,2,4-oxadiazol-3-yl)-6,7-dihydrothieno[3,2-c]pyridine-5(4H)-carboxylate C1(=CC=C(C=C1)C1=C(SC2=C1CN(CC2)C(=O)OCC2=C(C=CC(=C2)C2=NC=C(C=N2)F)Cl)C2=NOC(=N2)C(F)(F)F)C